C(C)(C)(C)OC(=O)NC1=NC(=NS1)CC(=O)O 2-(5-((tert-Butoxycarbonyl)amino)-1,2,4-thiadiazol-3-yl)acetic acid